C(C1=CC=CC=C1)OC(=O)C=1C(NC2=NC=C(C=C2C1O)Br)=O 6-bromo-4-hydroxy-2-oxo-1,2-dihydro-1,8-naphthyridine-3-carboxylic acid benzyl ester